[N+](=O)([O-])CC1=CC=CC=C1 α-Nitrotoluene